5-(2-chlorophenyl)-8-(methylamino)-3-(trifluoromethyl)pyrido[2,3-b]pyrazin-6(5H)-one ClC1=C(C=CC=C1)N1C(C=C(C=2C1=NC(=CN2)C(F)(F)F)NC)=O